ClC=1N=CC=C2C1SC=C2C=O 7-chlorothieno[2,3-c]pyridine-3-carbaldehyde